CO[C@H](CO)C1=NC(=CC(=N1)N1N=C(C=C1C)C1=CNC2=C1C=NC=C2)N2CCOCC2 (S)-2-methoxy-2-(4-(5-methyl-3-(1H-pyrrolo[3,2-c]pyridin-3-yl)-1H-pyrazol-1-yl)-6-morpholinopyrimidin-2-yl)ethan-1-ol